di(caproyl) peroxide C(CCCCC)(=O)OOC(CCCCC)=O